C(C)C=1C(=CC=2C(C(CCC2C1)=O)(C)C)C=1CC=NCC1 4-(3-Ethyl-8,8-dimethyl-7-oxo-5,6,7,8-tetrahydronaphthalen-2-yl)-3,6-dihydropyridine